OC[C@H](C1=NC=CC=C1)NC(=O)C=1C=2C[C@H]3[C@@H](C2N(N1)C1=C(C=C(C=C1)F)F)C3 (1aS,5aS)-2-(2,4-Difluoro-phenyl)-1a,2,5,5a-tetrahydro-1H-2,3-diaza-cyclopropa[a]pentalene-4-carboxylic acid ((S)-2-hydroxy-1-pyridin-2-yl-ethyl)-amide